succinic acid mono-sec-butyl ester C(C)(CC)OC(CCC(=O)O)=O